(R)-N-(3,3-difluoro-1-(methylsulfonyl)piperidin-4-yl)-5-(1-(3,3-difluoropropyl)-1H-benzo[d][1,2,3]triazol-6-yl)-4-methoxypyrrolo[2,1-f][1,2,4]triazin-2-amine FC1(CN(CC[C@H]1NC1=NN2C(C(=N1)OC)=C(C=C2)C=2C=CC1=C(N(N=N1)CCC(F)F)C2)S(=O)(=O)C)F